(1R,3S,5R)-2-(2-(3-acetyl-5-(2,2-difluorocyclopentane-1-carboxamido)-1H-indazol-1-yl)acetyl)-N-(6-bromo-3-methylpyridin-2-yl)-5-methyl-2-azabicyclo[3.1.0]hexane-3-carboxamide C(C)(=O)C1=NN(C2=CC=C(C=C12)NC(=O)C1C(CCC1)(F)F)CC(=O)N1[C@@H]2C[C@@]2(C[C@H]1C(=O)NC1=NC(=CC=C1C)Br)C